CC1=CC=C2N1C(N(N=C2)CC(=O)OCC)=O Ethyl 2-(6-methyl-4-oxopyrrolo[1,2-d][1,2,4]triazin-3(4H)yl)acetate